BrC=1SC(=CC1CCC(=O)O)Br 3-(2,5-dibromothiophene-3-yl)propionic acid